CC/C=C\C/C=C\C/C=C\C/C=C\C/C=C\C/C=C\CCC(=O)O all-cis-4,7,10,13,16,19-docosahexaenoic acid